(S)-2-amino-5-(2-amino-1H-imidazol-1-yl)-N-((R)-1,4,4-trimethylpyrrolidin-3-yl)pentanamide N[C@H](C(=O)N[C@H]1CN(CC1(C)C)C)CCCN1C(=NC=C1)N